1-(1H-benzo[d]imidazol-4-yl)-N-methylazetidin-3-amine N1C=NC2=C1C=CC=C2N2CC(C2)NC